2,4,6-triisobutylphenylcarbodiimide C(C(C)C)C1=C(C(=CC(=C1)CC(C)C)CC(C)C)N=C=N